(1R,2R,3S,4R,5S)-4-(4-Amino-7H-pyrrolo[2,3-d]pyrimidin-7-yl)-1-(2-(2-(methylamino)quinolin-7-yl)ethyl)bicyclo[3.1.0]hexane-2,3-diol NC=1C2=C(N=CN1)N(C=C2)[C@H]2[C@@H]([C@@H]([C@@]1(C[C@H]21)CCC2=CC=C1C=CC(=NC1=C2)NC)O)O